Cl.C methane HCl salt